2-ethynyl-N-(4-sulfobutyl)pyridinium C(#C)C1=[N+](C=CC=C1)CCCCS(=O)(=O)O